Tert-butyl-4-[6-[[5-[(6-cyano-4-methyl-3-pyridyl)oxy]-3-methyl-imidazo[4,5-b]pyridin-7-yl]amino]-3-pyridyl]piperazine-1-carboxylate C(C)(C)(C)OC(=O)N1CCN(CC1)C=1C=NC(=CC1)NC1=C2C(=NC(=C1)OC=1C=NC(=CC1C)C#N)N(C=N2)C